ethyl 3-acetyl-1-(1-(6-chloro-4-methylpyridin-3-yl)ethyl)-1H-pyrazole-4-carboxylate C(C)(=O)C1=NN(C=C1C(=O)OCC)C(C)C=1C=NC(=CC1C)Cl